ONC=O N-HYDROXYCARBOXAMIDE